3-Bromo-1,2,4-thiadiazole-5-amine BrC1=NSC(=N1)N